C1(CC1)C=1C=C2C=CC(=NC2=CC1)NC([C@H](C)N1C[C@@H](C(CC1)(F)F)C1=CNC(C=C1)=O)=O (S)-N-(6-cyclopropylquinolin-2-yl)-2-((S)-4,4-difluoro-3-(6-oxo-1,6-dihydropyridin-3-yl)piperidin-1-yl)propanamide